OC1=C(C=C(C=C1)C1(C2=CC=CC=C2C=2C=CC=CC12)C1=CC(=C(C=C1)O)C)C 9,9-bis(4-hydroxy-3-Methylphenyl)fluorene